4-methylisoxazole-3-carboxamide CC=1C(=NOC1)C(=O)N